CS(=O)(=O)C1=CC=2N(C(=N1)C=1C=C3CN(C(C3=CC1)=O)C)C=CN2 7-methanesulfonyl-5-(2-methyl-1-oxo-2,3-dihydro-1H-isoindol-5-yl)imidazo[1,2-c]pyrimidine